(S)-3-fluoro-3-methylbutan-2-amine FC([C@H](C)N)(C)C